OC(CN(CCN(CC(CCCCCCCCCC)O)CCN1CCN(CC1)CCN(CC(CCCCCCCCCC)O)CC(CCCCCCCCCC)O)CC(CCCCCCCCCC)O)CCCCCCCCCC 1-[2-[bis(2-hydroxydodecyl)amino]ethyl-[2-[4-[2-[bis(2-hydroxydodecyl)amino]ethyl]piperazin-1-yl]ethyl]amino]dodecan-2-ol